4-(dimethylamino)phenacyl bromide CN(C1=CC=C(C(CBr)=O)C=C1)C